COC1=CC=C(C=C1)[C@@H]([C@@H](C(=O)N(C)C)NC1=CC=CC=C1)C (2S,3S)-3-(4-Methoxyphenyl)-N,N-dimethyl-2-(phenylamino)butanamide